[4-allyloxy-6-[5-[(6-methylpyridazin-3-yl)amino]benzimidazol-1-yl]-2-pyridyl]-5-methyl-pyrazole-3-carbonitrile C(C=C)OC1=CC(=NC(=C1)N1C=NC2=C1C=CC(=C2)NC=2N=NC(=CC2)C)C=2C(=NNC2C)C#N